N1(CC=CC=C1)C=1C=NC=C(C1)N1CC=CC=C1 3,5-bis(pyridin-1-yl)pyridine